ClC1=CC(=C(C=C1)C1=CC(=NC2=NC=CC=C12)N1C[C@@H](OCC1)C=1C=NN(C1)C)F 4-(4-chloro-2-fluorophenyl)-2-((2S)-2-(1-methyl-1H-pyrazol-4-yl)-4-morpholinyl)-1,8-naphthyridine